C1=CC=CC=2C3=CC=CC=C3C(C12)COC(=O)N[C@](C(=O)O)(C(C)(C(C1=CC=CC=C1)(C1=CC=CC=C1)C1=CC=CC=C1)C)S (2R)-2-(9H-fluoren-9-ylmethoxycarbonylamino)-3-methyl-3-trityl-sulfanyl-butyric acid